ClC=1C(=NC=C(C1I)F)N(S(=O)(=O)CC1CC1)S(=O)(=O)CC1CC1 N-(3-chloro-5-fluoro-4-iodopyridin-2-yl)-1-cyclopropyl-N-((cyclopropyl-methyl)sulfonyl)methanesulfonamide